Ethyl dichlorophosphite P(OCC)(Cl)Cl